C1(C=2C(C=NN1)=CNC(C2)=O)=O 2,6-dihydropyrido[3,4-d]pyridazin-1,7-dione